FCC1=NC(=NC=C1)C(C)=O 1-(4-(fluoromethyl)pyrimidin-2-yl)ethan-1-one